CC(C(C=O)N1CC(CC1)C(=O)NC)C 3-methyl-1-oxobutan-2-yl-N-methylpyrrolidine-3-carboxamide